ClC1=CC(=C(C=C1)N1C[C@H]([C@](CC1)(O)COC1=CC=CC2=C1CSC(N2)=O)O)F 5-[[(3r,4r)-1-(4-chloro-2-fluorophenyl)-3,4-dihydroxypiperidin-4-yl]methoxy]-1,4-dihydro-3,1-benzothiazin-2-one